(E)-4,4-dimethylpent-2-enoic acid ethyl ester C(C)OC(\C=C\C(C)(C)C)=O